ClC1=CC=C(C=C1)S(=O)(=O)\N=C(/N[C@@H](CS(N)(=O)=O)C)\N1N=C([C@H](C1)C1=CC=CC=C1)C1=CC=C(C=C1)F (S,E)-N'-((4-chlorophenyl)sulfonyl)-3-(4-fluorophenyl)-4-phenyl-N-((R)-1-sulfamoylpropan-2-yl)-4,5-dihydro-1H-pyrazole-1-carboximidamide